4-[(2R)-2-[3-(4-chloro-1-methyl-1H-indazol-6-yl)azetidin-1-yl]-3-methylbutyl]piperazine-1-carboxylic acid tert-butyl ester C(C)(C)(C)OC(=O)N1CCN(CC1)C[C@@H](C(C)C)N1CC(C1)C1=CC(=C2C=NN(C2=C1)C)Cl